N-[4-fluoro-5-(2-piperazin-1-ylpyrimidin-5-yl)-2-[rac-(3R,5S)-3,4,5-trimethylpiperazin-1-yl]phenyl]-6-oxo-4-(trifluoromethyl)-1H-pyridine-3-carboxamide FC1=CC(=C(C=C1C=1C=NC(=NC1)N1CCNCC1)NC(=O)C1=CNC(C=C1C(F)(F)F)=O)N1C[C@H](N([C@H](C1)C)C)C |r|